(S)-tert-butyl 4-(3-(diphenylmethyleneamino)-2-ethyl-7-methylpyrazolo[1,5-a]pyrimidin-5-yl)-3-methylpiperazine-1-carboxylate C1(=CC=CC=C1)C(C1=CC=CC=C1)=NC=1C(=NN2C1N=C(C=C2C)N2[C@H](CN(CC2)C(=O)OC(C)(C)C)C)CC